(3,5-dichlorophenyl)(5,5-dimethyl-8-(4-morpholinopiperidin-1-yl)-1,3,4,5-tetrahydro-2H-benzo[c]azepin-2-yl)methanone ClC=1C=C(C=C(C1)Cl)C(=O)N1CC2=C(C(CC1)(C)C)C=CC(=C2)N2CCC(CC2)N2CCOCC2